C1(CCCC2CCCCC12)C1CCCC2CCCCC12 decalinyl-(decalin)